2-Thioxo-1-(2-((2S,4R)-4-(trifluoromethyl)piperidin-2-yl)benzyl)-1,2,3,5-tetrahydro-4H-pyrrolo[3,2-d]pyrimidin-4-one S=C1NC(C2=C(N1CC1=C(C=CC=C1)[C@H]1NCC[C@H](C1)C(F)(F)F)C=CN2)=O